(R)-2-(2,6-dimethyl-4-((2-methyl-4-(4-(trifluoromethyl)benzyl)piperazin-1-yl)methyl)phenoxy)-2-methylpropanoic acid CC1=C(OC(C(=O)O)(C)C)C(=CC(=C1)CN1[C@@H](CN(CC1)CC1=CC=C(C=C1)C(F)(F)F)C)C